N[C@@H](C(=O)NC1=CC(=C(C=C1)C1=C2C(=NC=C1)NC(=C2)C)C)CC(C)C (2R)-2-Amino-4-methyl-N-[3-methyl-4-(2-methyl-1H-pyrrolo[2,3-b]pyridin-4-yl)phenyl]pentanamide